NC1=CC=C(C=N1)CCO 2-(6-amino-3-pyridinyl)ethanol